N',N'-dibenzylethylenediamine C(C1=CC=CC=C1)N(CCN)CC1=CC=CC=C1